1-(pyrrolidin-1-yl)-2-(4-(4,4,5,5-tetramethyl-1,3,2-dioxaborolan-2-yl)-1H-Pyrazol-1-yl)ethan-1-one N1(CCCC1)C(CN1N=CC(=C1)B1OC(C(O1)(C)C)(C)C)=O